(R)-3-(1-methyl-2-pyrrolidinylmethyl)-5-[2-(phenylsulfonyl)ethyl]-1H-indole CN1[C@H](CCC1)CC1=CNC2=CC=C(C=C12)CCS(=O)(=O)C1=CC=CC=C1